2-((3R,4R,5R,6R)-4,5-dihydroxy-6-(hydroxymethyl)tetrahydro-2H-pyran-3-yl)isoindolin-1-one O[C@@H]1[C@@H](CO[C@@H]([C@@H]1O)CO)N1C(C2=CC=CC=C2C1)=O